5-[(3S)-3-Isopropylpiperazin-1-yl]-2-methyl-N-[(1R)-1-(1-naphthyl)ethyl]benzamide C(C)(C)[C@H]1CN(CCN1)C=1C=CC(=C(C(=O)N[C@H](C)C2=CC=CC3=CC=CC=C23)C1)C